N-(1-(methylsulfonyl)piperidin-4-yl)-7-(1H-pyrazol-4-yl)-8-((tetrahydrofuran-3-yl)methoxy)-[1,2,4]triazolo[1,5-a]pyridin-2-amine CS(=O)(=O)N1CCC(CC1)NC1=NN2C(C(=C(C=C2)C=2C=NNC2)OCC2COCC2)=N1